1-(3-fluoro-2-methylphenyl)ethanone Methyl-2-(3-iodophenyl)-2-methyl-7-(2-oxooxazolidin-5-yl)heptanoate COC(C(CCCCCC1CNC(O1)=O)(C)C1=CC(=CC=C1)I)=O.FC=1C(=C(C=CC1)C(C)=O)C